((4-(aminomethyl)cyclohexyl)imino)diethyl-λ6-sulfanone NCC1CCC(CC1)N=S(=O)(CC)CC